N2-(tert-butoxycarbonyl)-N4,N4-dimethyl-D-asparaginate C(C)(C)(C)OC(=O)N[C@H](CC(N(C)C)=O)C(=O)[O-]